2-(4-(2',3',4',5'-tetrahydro-[1,1'-biphenyl]-4-yl)-1H-benzo[d]imidazol-2-yl)ethylamine C1(=CC=C(C=C1)C1=CC=CC=2NC(=NC21)CCN)C=2CCCCC2